1-hexyl-4-phenyl-1H-1,2,3-triazole C(CCCCC)N1N=NC(=C1)C1=CC=CC=C1